VINYLIDENE DIFLUORIDE C(=C)(F)F